C1CCC2=C(C=3CCCC3C=C12)NC=1OC(CN1)(C(=O)OCC)C1=CC=CC=C1 ethyl 2-((1,2,3,5,6,7-hexahydro-s-indacen-4-yl)amino)-5-phenyl-4,5-dihydrooxazole-5-carboxylate